C(N)(OC=1C=CC=2N(C1)C=C(N2)C(C)(C)C)=O tert-butylimidazo[1,2-a]pyridin-6-yl carbamate